N(=O)N1CCC(CC1)C(=O)NCC(F)(F)F 1-nitroso-N-(2,2,2-trifluoroethyl)piperidine-4-carboxamide